O1CCOC12CCC(CC2)CCN2CCN=C(C1=C2C2=C(O1)C=CC(=C2)C(F)(F)F)OC 1-(2-(1,4-dioxaspiro[4.5]decan-8-yl)ethyl)-5-methoxy-9-(trifluoromethyl)-2,3-dihydro-1H-benzofuro[3,2-e][1,4]diazepine